ClC1=CC=2N(C=C1)C(=CN2)S(=O)(=O)NC=2C(=NC(=C(C2)F)CC(F)F)OC 7-chloro-N-[6-(2,2-difluoroethyl)-5-fluoro-2-methoxy-3-pyridyl]imidazo[1,2-a]pyridine-3-sulfonamide